C(C)(=O)N1CCN(CC1)C1=CC=C(C=C1)C1=C2C(=NC=C1)NC=C2/C=C/C(=O)N[C@H](C)C2=CC(=C(C=C2)OC)OC (R,E)-3-(4-(4-(4-acetylpiperazin-1-yl)phenyl)-1H-pyrrolo[2,3-b]pyridin-3-yl)-N-(1-(3,4-dimethoxyphenyl)ethyl)acrylamide